1-(7-(2-aminobenzo[d]-thiazol-4-yl)-6-chloro-8-fluoro-2-(((S)-1-methyl-pyrrolidin-2-yl)methoxy)-quinazolin-4-yl)-1,4-diazepan-5-one NC=1SC2=C(N1)C(=CC=C2)C2=C(C=C1C(=NC(=NC1=C2F)OC[C@H]2N(CCC2)C)N2CCNC(CC2)=O)Cl